BrC=1C(=NC(=NC1)NC1=C(C=C(C(=C1)C)N1CCC(CC1)N1CCN(CC1)C)OC)NC1=C(C=CC(=C1)F)C(C)O 1-(2-((5-Bromo-2-((2-methoxy-5-methyl-4-(4-(4-methylpiperazin-1-yl)piperidin-1-yl)Phenyl)amino)pyrimidin-4-yl)amino)-4-fluorophenyl)ethane-1-ol